N1CC(C1)[C@@H]1CN(CCC1)CCS(=O)(=O)N (R)-2-(3-(azetidin-3-yl)piperidin-1-yl)ethane-1-sulfonamide